3''-chloro-4''-((3,5-difluoropyridin-2-yl)methoxy)-3-(2-hydroxypropan-2-yl)-5'-methoxy-6''-Methyl-2H,2''H-[1,2':4',1''-terpyridine]-2,2''-dione ClC=1C(N(C(=CC1OCC1=NC=C(C=C1F)F)C)C1=CC(=NC=C1OC)N1C(C(=CC=C1)C(C)(C)O)=O)=O